5-[2-fluoro-6-hydroxy-3-(4-piperidinyl)phenyl]-1,1-dioxo-1,2,5-thiadiazolidin-3-one FC1=C(C(=CC=C1C1CCNCC1)O)N1CC(NS1(=O)=O)=O